OC1=C(C=C(C=C1)C1(CC(CC(C1)C)(C)C)C1=CC(=C(C=C1)O)C(C)C)C(C)C 1,1-bis(4-hydroxy-3-Isopropylphenyl)-3,3,5-trimethylcyclohexane